C(#N)C=1C=C(OC2=C(C=3C=CN(C3C=C2)S(=O)(=O)C2=CC=C(C)C=C2)C(=O)OC)C=CC1 methyl 5-(3-cyanophenoxy)-1-tosyl-1H-indole-4-carboxylate